C1(C=CC(N1CCCC(=O)ON1C(CCC1=O)=O)=O)=O N-(γ-maleimidobutyryloxy)-succinimide